(1,3-bis(2,6-diisopropylphenyl)imidazol-2-ylidene)palladium C(C)(C)C1=C(C(=CC=C1)C(C)C)N1C(N(C=C1)C1=C(C=CC=C1C(C)C)C(C)C)=[Pd]